Peroxydisulfuric acid S(=O)(=O)(O)OOS(=O)(=O)O